(S)-(4-(4-methoxybenzo[d]oxazol-2-yl)-6,7-dihydro-1H-imidazo[4,5-c]pyridin-5(4H)-yl)(5-(pyridin-2-yl)-1,3,4-oxadiazol-2-yl)methanone COC1=CC=CC2=C1N=C(O2)[C@H]2N(CCC1=C2N=CN1)C(=O)C=1OC(=NN1)C1=NC=CC=C1